C(C)(C)OC=1C=NC(=NC1)C=O 5-isopropoxypyrimidine-2-carbaldehyde